(S)-3-AMINO-2-(HYDROXYMETHYL)PROPANOIC ACID NC[C@H](C(=O)O)CO